OCCN1C=C(C(=C1C1=C(C=CC=C1)C(F)(F)F)C)C(=O)OC Methyl 1-(2-hydroxyethyl)-4-methyl-5-(2-(trifluoromethyl) phenyl)-1H-pyrrole-3-carboxylate